(1R,4R)-4-(((2-((1-cyclopropyl-3-methoxy-1H-pyrazol-4-yl)amino)-5-fluoropyrimidin-4-yl)oxy)methyl)cyclohexan-1-ol C1(CC1)N1N=C(C(=C1)NC1=NC=C(C(=N1)OCC1CCC(CC1)O)F)OC